C12OC(CNC(CNC(C(CSSCCC=C1)NC(CNC(C2)=O)=O)=O)=O)=O 2-oxa-12,13-dithia-5,8,20,23-tetraazabicyclo[8.7.6]tricos-16-ene-3,6,9,19,22-pentone